O=C1NC(CCC1N1C(C2=C3C(C(=CC=C13)CC1CN(C1)C(=O)OC(C)(C)C)=CC=C2)=O)=O tert-butyl 3-((1-(2,6-dioxopiperidin-3-yl)-2-oxo-1,2-dihydrobenzo[cd]indol-6-yl)methyl)azetidine-1-carboxylate